2-(2-amino-6-oxo-1,6-dihydro-9H-purin-9-yl)-N-(1-ethyl-3-methyl-1H-pyrazol-5-yl)acetamide NC=1NC(C=2N=CN(C2N1)CC(=O)NC1=CC(=NN1CC)C)=O